FC(C1=CC=C2C(=NN(C2=C1)C(=O)OC(C)(C)C)C#C[Si](C)(C)C)(F)F tert-butyl 6-trifluoromethyl-3-trimethylsilylethynyl-indazole-1-carboxylate